methyl N-[4-methyl-5-({4-[(2S)-2-{[8-(trifluoromethyl)quinazolin-4-yl]amino}propyl]piperazin-1-yl} sulfonyl)-1,3-thiazol-2-yl]carbamate CC=1N=C(SC1S(=O)(=O)N1CCN(CC1)C[C@H](C)NC1=NC=NC2=C(C=CC=C12)C(F)(F)F)NC(OC)=O